N-(4,5-dichloro-2-cyanophenyl)-1-fluoro-6,7,8,9-tetrahydro-5H-5,8-epiminocyclohepta[c]-pyridine-10-carboxamide ClC1=CC(=C(C=C1Cl)NC(=O)N1C2CCC1CC=1C(=NC=CC12)F)C#N